C(CCCCCCCCCCC)(=O)[O-].N.[Ag+] silver ammonia laurate